OC1(CCOCC1)CN1CC2=C(C=C(C=C2CC1)C=1C=C2C(=NC1)NC=C2C)[C@H]2N(CCC2)C(=O)OC(C)(C)C (S)-tert-butyl 2-(2-((4-hydroxytetrahydro-2H-pyran-4-yl)methyl)-6-(3-methyl-1H-pyrrolo[2,3-b]pyridin-5-yl)-1,2,3,4-tetrahydroisoquinolin-8-yl)pyrrolidine-1-carboxylate